2-[6-bromo-5-ethyl-2-(4-methoxycyclohexen-1-yl)-7-oxo-[1,2,4]triazolo[1,5-a]pyrimidin-4-yl]-N-[2-chloro-4-(trifluoromethyl)phenyl]acetamide BrC1=C(N(C=2N(C1=O)N=C(N2)C2=CCC(CC2)OC)CC(=O)NC2=C(C=C(C=C2)C(F)(F)F)Cl)CC